C1(=CC=CC=C1)C=1OC(=CN1)C=1SC=C(N1)C(=O)N1[C@H](CCC1)CN 1-[(2R)-1-[2-(2-phenyl-1,3-oxazol-5-yl)-1,3-thiazole-4-carbonyl]pyrrolidin-2-yl]methanamine